iodo-2-nitro-1,1'-biphenyl IC=1C(=C(C=CC1)C1=CC=CC=C1)[N+](=O)[O-]